N-tert-butyl-4-[(14S)-8-tert-butyl-12,12-dimethyl-2,2,4-trioxo-2λ6-thia-3,9,11,18,23-pentaazatetracyclo[17.3.1.111,14.05,10]tetracosa-1(23),5(10),6,8,19,21-hexaen-17-yl]butanamide C(C)(C)(C)NC(CCCC1CC[C@H]2CC(N(C=3N=C(C=CC3C(NS(C=3C=CC=C(N1)N3)(=O)=O)=O)C(C)(C)C)C2)(C)C)=O